FC(C(=O)[O-])(F)F.FC(C(=O)[O-])(F)F.[Pd+2] palladium bis(trifluoroacetate)